S(=O)(=O)(O)OC[C@@H]1[C@H]([C@H]([C@@H](O1)N1C=NC=2C(N)=NC=NC12)OP(=O)(O)O)OP(=O)(O)O phosphoadenosine phosphate sulfate